COC(=O)[C@H]1[C@@H](CC1)C(=O)Cl (1R,2R)-2-(Chlorocarbonyl)cyclobutane-1-carboxylic acid methyl ester